N-(1-ethyl-2-oxo-1,2-dihydrobenzo[cd]indol-6-yl)-1-(p-tolyl)methanesulfonamide C(C)N1C(C2=C3C(C(=CC=C13)NS(=O)(=O)CC1=CC=C(C=C1)C)=CC=C2)=O